5,5'-diamino-3,3'-bi-1,2,4-triazole NC1=NC(N=N1)=C1N=NC(=N1)N